ClC=1C=C(C=C(C1)Cl)S(=O)(=O)NC1=C(C(=C(C=C1)F)C#CC=1C=C2C(=NC1)NN=C2)F 3,5-dichloro-N-(2,4-difluoro-3-(1H-pyrazolo[3,4-b]pyridin-5-ylethynyl)phenyl)benzenesulfonamide